(S)-2-(1-amino-5-carbamoyl-4-(4-(pyridin-2-ylcarbamoyl)phenyl)-1H-imidazol-2-yl)piperidine-1-carboxylic acid tert-butyl ester C(C)(C)(C)OC(=O)N1[C@@H](CCCC1)C=1N(C(=C(N1)C1=CC=C(C=C1)C(NC1=NC=CC=C1)=O)C(N)=O)N